tert-butyl N-[3-cyclopropyl-5-[[2-[2-cyclopropylpropyl-[[5-(trifluoromethyl)-2-pyridyl]methyl]amino]-2-oxo-acetyl]amino]-2-pyridyl]carbamate C1(CC1)C=1C(=NC=C(C1)NC(C(=O)N(CC1=NC=C(C=C1)C(F)(F)F)CC(C)C1CC1)=O)NC(OC(C)(C)C)=O